ClC1=CC(=C(C(=C1)F)N1C[C@H]([C@](CC1)(O)COC1=C2CCCNC2=C(C=C1)F)O)F (3R,4R)-1-(4-chloro-2,6-difluorophenyl)-4-[(8-fluoro-1,2,3,4-tetrahydroquinolin-5-yl)oxymethyl]piperidine-3,4-diol